4-[2-(4-chloro-3-fluorophenoxy)acetamido]-2-hydroxy-N-{[3-(trifluoromethoxy)phenyl]methyl}bicyclo[2.2.2]octane-1-carboxamide ClC1=C(C=C(OCC(=O)NC23CC(C(CC2)(CC3)C(=O)NCC3=CC(=CC=C3)OC(F)(F)F)O)C=C1)F